COC(C1=CC(=CC(=C1)OC)CCl)=O 3-(chloromethyl)-5-methoxy-benzoic acid methyl ester